2-(3-(5-(bicyclo[1.1.1]pentan-1-yl)-1,3,4-thiadiazol-2-yl)-6-oxopyridazin-1(6H)-yl)-N-ethylacetamide C12(CC(C1)C2)C2=NN=C(S2)C2=NN(C(C=C2)=O)CC(=O)NCC